N1CCCNCCCNCCCNCCCNCCC1 1,5,9,13,17-pentaazacycloeicosane